tetrasodium ethylenediaminetetraacetic acid salt C(CN(CC(=O)[O-])CC(=O)[O-])N(CC(=O)[O-])CC(=O)[O-].[Na+].[Na+].[Na+].[Na+]